4-(5-chloro-2-methoxypyridin-3-yl)-2-(morpholin-4-yl)-8-(1H-pyrazol-5-yl)-1,7-naphthyridine ClC=1C=C(C(=NC1)OC)C1=CC(=NC2=C(N=CC=C12)C1=CC=NN1)N1CCOCC1